FC1(CN(CCC1)C1=NC(=NC(=C1)N1CCCC1)NC1=CC2=C(C=N1)C=NN2C(C)C)F N-[4-(3,3-difluoropiperidin-1-yl)-6-(pyrrolidin-1-yl)pyrimidin-2-yl]-1-(propan-2-yl)-1H-pyrazolo[4,3-c]pyridin-6-amine